4-((4-(6-((2-(2,6-dioxopiperidin-3-yl)-1,3-dioxoisoindolin-4-yl)amino)hexanoyl)piperazin-1-yl)methyl)-N-(4-methyl-3-((4-(pyridin-3-yl)pyrimidin-2-yl)amino)phenyl)benzamide O=C1NC(CCC1N1C(C2=CC=CC(=C2C1=O)NCCCCCC(=O)N1CCN(CC1)CC1=CC=C(C(=O)NC2=CC(=C(C=C2)C)NC2=NC=CC(=N2)C=2C=NC=CC2)C=C1)=O)=O